NC=1SC=CC1C(=O)[O-] 2-amino-thiophene-3-carboxylate